C1(=CC=CC=C1)[P+](C=1C2=CC=CC=C2C=C2C=CC=CC12)(C1=CC=CC=C1)C1=CC=CC=C1 triphenyl-(9-anthracenyl)phosphonium